C1(CC1)C(=O)C1=NC=CC(=C1)C(F)(F)F cyclopropyl-[4-(trifluoromethyl)-2-pyridinyl]methanone